FC(OCCCC(=O)NN)(F)F 4-(trifluoromethoxy)butyrylhydrazine